3,5-dibenzylidene-4-piperidone C(C1=CC=CC=C1)=C1CNCC(C1=O)=CC1=CC=CC=C1